NC(C1=CC=CC=C1)N Diaminophenylmethan